C(C)(C)N1[SiH2]CC[SiH2]1 1-iso-propyl-1-aza-2,5-disilacyclopentane